(S)-3-hydroxy-2-phenylpropanoic acid OC[C@@H](C(=O)O)C1=CC=CC=C1